Mono-tert-butyl-hydrazine benzyl-(R)-2-(2-((tert-butoxycarbonyl)amino)-3-phenylpropoxy)-4-methoxynicotinate C(C1=CC=CC=C1)OC(C1=C(N=CC=C1OC)OC[C@@H](CC1=CC=CC=C1)NC(=O)OC(C)(C)C)=O.C(C)(C)(C)NN